CN1N=C(C=C1)C1=CSC2=C1N=C(N=C2N2C(COCC2)C)C2=C1C=CNC1=CC=C2 7-(1-methyl-1H-pyrazol-3-yl)-2-(1H-indol-4-yl)thieno[3,2-d]Pyrimidin-4-yl-3-methylmorpholine